C1(CC1)CN1C=NC=2N(C(N(C(C12)=O)CC1CCC(CC1)(C)O)=O)C 7-(cyclopropylmethyl)-1-(((1R,4R)-4-hydroxy-4-methylcyclohexyl)methyl)-3-methyl-1H-purine-2,6(3H,7H)-dione